2-fluoro-4-((7-methoxy-2-(methoxymethyl)-1H-imidazo[4,5-c][1,8]naphthyridin-1-yl)methyl)-benzenesulfonamide FC1=C(C=CC(=C1)CN1C(=NC=2C=NC=3N=C(C=CC3C21)OC)COC)S(=O)(=O)N